tert-butyl (4Z)-2-chloro-4-[[(R)-2-ethylpropane-2-sulfinyl] imino]-6H-spiro[cyclopenta[d][1,3]thiazole-5,4-piperidine]-1-carboxylate ClC=1S(C2=C(N1)\C(\C1(CCNCC1)C2)=N/[S@](=O)C(C)(C)CC)C(=O)OC(C)(C)C